(R)-N-(4-(3-((5-Chloropyrimidin-2-yl)amino)pyrrolidin-1-yl)-2-methoxyquinazolin-7-yl)acrylamide ClC=1C=NC(=NC1)N[C@H]1CN(CC1)C1=NC(=NC2=CC(=CC=C12)NC(C=C)=O)OC